COC=1C2=C(N=C(N1)OCC13CCCN3CCC1)CNCC2 4-methoxy-2-((tetrahydro-1H-pyrrolizin-7a(5H)-yl)methoxy)-5,6,7,8-tetrahydropyrido[3,4-d]pyrimidine